FC1=C(C=CC=C1)P(N(P(C1=C(C=CC=C1)C(F)(F)F)C1=CC=C(C=C1)[Si](CCCC)(CCCC)CCCC)C)C1=CC=C(C=C1)[Si](CCCC)(CCCC)CCCC 1-(2-fluorophenyl)-N-methyl-1-(4-(tributylsilyl)phenyl)-N-((4-(tributylsilyl)phenyl)(2-(trifluoromethyl)phenyl)phosphaneyl)phosphanamine